(2S,5S)-5-((S)-2-Benzoylamino-propionylamino)-4-oxo-1,2,4,5,6,7-hexahydro-azepino[3,2,1-hi]indole-2-carboxylic acid (1H-[1,2,3]triazol-4-ylmethyl)-amide N1N=NC(=C1)CNC(=O)[C@H]1N2C3=C(C=CC=C3C1)CC[C@@H](C2=O)NC([C@H](C)NC(C2=CC=CC=C2)=O)=O